(1S,4R,5R,7S)-3,4-dibenzyl-2-oxo-6,8-dioxo-3-azabicyclo[3.2.1]octane-7-carboxylic acid methyl ester COC(=O)[C@@H]1C([C@@H]2[C@H](N(C([C@@H]1C2=O)=O)CC2=CC=CC=C2)CC2=CC=CC=C2)=O